FC(S(=O)(=O)OC=1C=2C(N(C(C1)=O)CC1=CC(=C(C=C1)C)C)=CN(N2)C2OCCCC2)(F)F 4-(3,4-dimethylbenzyl)-5-oxo-2-(tetrahydro-2H-pyran-2-yl)-4,5-dihydro-2H-pyrazolo[4,3-b]pyridin-7-yl trifluoromethanesulfonate